4-{4-amino-7-methyl-6-[4-(2-methylprop-2-enamido)phenyl]-7H-pyrrolo[2,3-d]pyrimidin-5-yl}benzoic acid NC=1C2=C(N=CN1)N(C(=C2C2=CC=C(C(=O)O)C=C2)C2=CC=C(C=C2)NC(C(=C)C)=O)C